O=C1OC2(CN1C1CCC(CC1)P(OC)(OC)=O)CCNCC2 dimethyl ((1s,4s)-4-(2-oxo-1-oxa-3,8-diazaspiro[4.5]decan-3-yl)cyclohexyl)phosphonate